sulfochromic acid S(=O)(=O)(O)[Cr](=O)(=O)(O)O